FC1(CN(CC1)C1=NC2=C(C=C(C=C2C(N1C)=O)C)[C@@H](C)NC1=C(C(=O)O)C=CC=C1)F (R)-2-((1-(2-(3,3-difluoropyrrolidin-1-yl)-3,6-dimethyl-4-oxo-3,4-dihydroquinazolin-8-yl)ethyl)amino)benzoic acid